C(C)N1CC(CC1=O)C(=O)NCC1=NC=C(C=C1)NC1=CC=C(C=C1)N1CCC(CC1)C(F)(F)F 1-Ethyl-5-oxo-N-((5-((4-(4-(trifluoromethyl)piperidin-1-yl)phenyl)amino)pyridin-2-yl)methyl)pyrrolidine-3-carboxamide